N-(2-morpholinylphenyl)quinolin-2-amine N1(CCOCC1)C1=C(C=CC=C1)NC1=NC2=CC=CC=C2C=C1